(2R,3S,4R,5R)-2-(Acetoxymethyl)-5-(2-amino-8-oxo-7-(prop-2-yn-1-yl)-7,8-dihydro-9H-purin-9-yl)tetrahydrofuran-3,4-diyl diacetate C(C)(=O)O[C@H]1[C@H](O[C@H]([C@@H]1OC(C)=O)N1C2=NC(=NC=C2N(C1=O)CC#C)N)COC(C)=O